C(C(O)CC(=O)O)(=O)O.OCC(O)CO glycerin malate